N1-(5',5'''-diphenyl-[1,1':3',1'':3'',1''':3'',1''''-quinquephenyl]-2''-yl)benzene-1,2-diamine C1(=CC=CC=C1)C=1C=C(C=C(C1)C1=CC=CC=C1)C=1C(C(C=CC1)(C1=CC=CC(=C1)C1=CC=CC=C1)C1=CC=CC=C1)NC=1C(=CC=CC1)N